NC1=C(C=2C(=NC=C(C2S1)F)C=1C2=C(C=3C=NC(=NC3C1F)OC[C@@H]1N(CCOC1)C)COC2)C#N 2-Amino-7-fluoro-4-[5-fluoro-3-[[(3R)-4-methylmorpholin-3-yl]methoxy]-7,9-dihydrofuro[3,4-f]quinazolin-6-yl]thieno[3,2-c]pyridine-3-carbonitrile